NCC1CC(N(C1)C)=O 4-(aminomethyl)-1-methyl-2-pyrrolidinone